CN(C/C=C/C(=O)N1CC2=C(C3=C(N=CN=C3NC3=CC(=C(C=C3)OC3=CC=CC=C3)OC)S2)CC1)C (E)-4-(dimethylamino)-1-(4-((3-methoxy-4-phenoxyphenyl)amino)-5,6-dihydropyrido[4',3':4,5]thieno[2,3-d]pyrimidin-7(8H)-yl)but-2-en-1-one